C(#N)[C@@H](C[C@@H]1C(NCC1)=O)NC(=O)[C@@H]1N([C@H]2CC([C@@H]1CC2)(F)F)C([C@@H](CC2CCC2)NC(C(F)(F)F)=O)=O (1R,3R,4R)-N-[(1R)-1-cyano-2-[(3R)-2-oxopyrrolidin-3-yl]ethyl]-2-[(2R)-3-cyclobutyl-2-[(2,2,2-trifluoroacetyl)amino]propanoyl]-5,5-difluoro-2-azabicyclo[2.2.2]octane-3-carboxamide